2-((1r,4r)-4-((3-bromopyrazolo[1,5-a]pyrimidin-5-yl)amino)cyclohexyl)propan-2-ol BrC=1C=NN2C1N=C(C=C2)NC2CCC(CC2)C(C)(C)O